ClC=1C(N(C(=CC1OCC1=CC=C(C=C1)OC)C)C1=CC(=NC=C1C)C(\C(=C/N(C)C)\C1CC1)=O)=O 3-chloro-2'-[(2Z)-2-cyclopropyl-3-(dimethylamino)prop-2-enoyl]-4-[(4-methoxyphenyl)methoxy]-5',6-dimethyl-[1,4'-bipyridin]-2-one